CC(=O)N[C@@H]1[C@H]([C@@H]([C@H](O[C@@H]1O[C@@H]2[C@H]([C@@H]([C@H](O[C@@H]2O[C@@H]3[C@H]([C@H]([C@H](O[C@@H]3O[C@H]4[C@@H]([C@H](O[C@@H]([C@@H]4O)O[C@H]5[C@@H]([C@H](O[C@@H]([C@H]5O)O[C@H]6[C@@H]([C@H](OC([C@H]6O)O)[C@H](CO)O)O)[C@H](CO[C@@H]7[C@H]([C@H]([C@@H]([C@H](O7)[C@H](CO)O)O)O)O)O)O)CO[C@@H]8[C@@H]([C@H]([C@H]([C@H](O8)CO)O)O)O)O)CO)O)O)CO)O)O)CO)O)O The molecule is an oligosaccharide derivative that is a branched octasaccharide derivative consisting of two galactose residues, three glucose residues, one N-acetylglucosamine residue and three L-glycero-alpha-D-manno-heptose residues, one of which is at the reducing end. The unit constitutes one of the core oligosaccharide structures of enterobacterial lipopolysaccharide obtained from Salmonella species. It is an oligosaccharide derivative and a glucosamine oligosaccharide.